(4R,5R)-4-((R)-1-(benzyloxy)but-3-en-1-yl)-2,2,5-trimethyl-1,3-dioxolane C(C1=CC=CC=C1)O[C@H](CC=C)[C@@H]1OC(O[C@@H]1C)(C)C